2-amino-4-anilino-6-(N-methylpiperazinyl)pyrimidine NC1=NC(=CC(=N1)NC1=CC=CC=C1)C1N(CCNC1)C